ClC=1N=NC(=CN1)CNC(=O)C1CCCC1 N-[(3-chloro-1,2,4-triazin-6-yl)methyl]cyclopentanecarboxamide